Cl.C1OC(CCO1)N1C(C2=CC=C(C=C2C1=O)N1CCNCC1)=O 2-(2,6-dioxan-3-yl)-5-(piperazin-1-yl)isoindole-1,3-dione hydrochloride